3-bromo-2-hydroxy-2-propylbenzonitrile BrC=1C(C(C#N)C=CC1)(CCC)O